ClC(=O)NC(=O)C(=O)N Chloroformyl-oxamide